tert-butyl (R or S)-(7'-methyl-5'-oxo-5'H,7'H-spiro[cyclopropane-1,8'-pyrano[4,3-b]pyridin]-2'-yl)carbamate C[C@@H]1C2(C3=NC(=CC=C3C(O1)=O)NC(OC(C)(C)C)=O)CC2 |o1:1|